5-amino-3-(4-ethoxy-2-phenylquinolin-7-yl)-1-(3-oxocyclobutyl)-1H-pyrazole-4-carboxamide NC1=C(C(=NN1C1CC(C1)=O)C1=CC=C2C(=CC(=NC2=C1)C1=CC=CC=C1)OCC)C(=O)N